5-methyl-1,2-dihydro-3H-pyrazolo[4,3-c]pyridine-3,6(5H)-dione CN1C=C2C(=CC1=O)NNC2=O